1-[5-(5-chloro-2-methoxypyridin-4-yl)-1H-pyrazole-3-carbonyl]-N-(3-hydroxycyclopentyl)piperidine-4-carboxamide ClC=1C(=CC(=NC1)OC)C1=CC(=NN1)C(=O)N1CCC(CC1)C(=O)NC1CC(CC1)O